(Z)-2-cyano-3-hydroxy-3-(5-methylisoxazol-4-yl)-N-(3-(methylsulfonyl)phenyl)acrylamide C(#N)/C(/C(=O)NC1=CC(=CC=C1)S(=O)(=O)C)=C(\C=1C=NOC1C)/O